tert-butyl (R)-1'-(((R)-tert-butylsulfinyl)amino)-1',3'-dihydrospiro[azetidine-3,2'-indene]-1-carboxylate C(C)(C)(C)[S@@](=O)N[C@H]1C2(CC3=CC=CC=C13)CN(C2)C(=O)OC(C)(C)C